S1C=NC2=C1C=C(C=C2)\C=C\2/N=C(NC2=O)NC2=NC=C(C=C2)N2CCN(CC2)C (4Z)-4-(1,3-benzothiazol-6-ylmethylene)-2-[[5-(4-methylpiperazin-1-yl)-2-pyridinyl]amino]-1H-imidazol-5-one